C(CCCCC)C1=NC(=CC=C1C(=O)O)O hexyl-6-hydroxy-3-carboxypyridine